tert-butyl 4-(4-((4-([1,2,4]triazolo[1,5-a]pyridin-7-yloxy)-3-methylphenyl) amino)-5-methoxyquinazolin-6-yl)-3,6-dihydropyridine-1(2H)-carboxylate N=1C=NN2C1C=C(C=C2)OC2=C(C=C(C=C2)NC2=NC=NC1=CC=C(C(=C21)OC)C=2CCN(CC2)C(=O)OC(C)(C)C)C